Tert-butyl (R)-3-((S)-1-(tert-butoxy)-3-(3-formylphenyl)-1-oxopropan-2-yl-3,3-d2)pyrrolidine-1-carboxylate C(C)(C)(C)OC([C@@H](C([2H])([2H])C1=CC(=CC=C1)C=O)[C@@H]1CN(CC1)C(=O)OC(C)(C)C)=O